(E)-N-(4-(8-(4-chloro-6-ethynyl-1,2-dimethyl-1H-benzo[d]imidazol-5-yl)indolizine-3-carbonyl)-2,6-difluorophenyl)-4-(((1r,4r)-4-methoxycyclohexyl)amino)but-2-enamide ClC1=C(C(=CC=2N(C(=NC21)C)C)C#C)C2=CC=CN1C(=CC=C21)C(=O)C2=CC(=C(C(=C2)F)NC(\C=C\CNC2CCC(CC2)OC)=O)F